FC1=C(C(=C(C(=C1F)C#N)F)F)B(O)O 2,3,5,6-tetrafluoro-4-cyanobenzeneboronic acid